(1S)-1-[2-[3-(difluoromethoxy)-5-methyl-pyrazol-1-yl]-6-[5-[(6-methylpyridazin-3-yl)amino]-6-(oxetan-3-yloxy)benzimidazol-1-yl]-3-pyridinyl]ethanol FC(OC1=NN(C(=C1)C)C1=NC(=CC=C1[C@H](C)O)N1C=NC2=C1C=C(C(=C2)NC=2N=NC(=CC2)C)OC2COC2)F